C(C)(C)(C)OC(=O)N1CC2(C1)N(C(CN(C2=O)C2=C(C=C(C=C2)C(N)=O)F)=O)CC2=CC=C(C=C2)C(F)(F)F 8-(4-carbamoyl-2-fluorophenyl)-6,9-dioxo-5-[[4-(trifluoromethyl)phenyl]methyl]-2,5,8-triazaspiro[3.5]nonane-2-carboxylic acid tert-butyl ester